CN(CCOC1=C(C=CC(=C1)C1=CN=CO1)NC(=O)[C@H]1COC2=CC=CC=C2C1)C |r| racemic-N-(2-(2-(dimethylamino)ethoxy)-4-(oxazol-5-yl)phenyl)chroman-3-carboxamide